N-[4-chloro-2-(4-isopropylpiperazin-1-yl)pyridin-3-yl]-4-{5-[(1S,2S)-2-fluorocyclopropyl]-1,2,4-oxadiazol-3-yl}-4-methylpiperidine-1-carboxamide formate C(=O)O.ClC1=C(C(=NC=C1)N1CCN(CC1)C(C)C)NC(=O)N1CCC(CC1)(C)C1=NOC(=N1)[C@H]1[C@H](C1)F